3-Isobutyl-1-Methylxanthine C(C(C)C)N1C(N(C(C=2NC=NC12)=O)C)=O